3-{2-chloro-6-fluoro-3-[N-(propane-1-sulfonyl)propane-1-sulfonylamino]-phenoxy}-2-methyl-6-nitrobenzoic acid tert-butyl ester C(C)(C)(C)OC(C1=C(C(=CC=C1[N+](=O)[O-])OC1=C(C(=CC=C1F)NS(=O)(=O)CCCS(=O)(=O)CCC)Cl)C)=O